1-benzyl-2-methyl-1H-imidazole C(C1=CC=CC=C1)N1C(=NC=C1)C